[5-(4-fluoro-2-isopropoxy-phenyl)-6-methyl-2-(1-methyl-6-oxo-3-pyridinyl) pyrimidin-4-yl] triflate O(S(=O)(=O)C(F)(F)F)C1=NC(=NC(=C1C1=C(C=C(C=C1)F)OC(C)C)C)C1=CN(C(C=C1)=O)C